fluorenic acid C1(=CC=CC=2C3=CC=CC=C3CC12)C(=O)O